(2-cyclopentyl-2,8-diazaspiro[4.5]decan-3-yl)methanol trifluoroacetate salt FC(C(=O)O)(F)F.C1(CCCC1)N1CC2(CC1CO)CCNCC2